Benzyl 4-[1-[1-(6-fluoro-3-isoquinolyl)pyrrolo[2,3-c]pyridin-5-yl]azetidin-3-yl]oxypiperidine-1-carboxylate FC=1C=C2C=C(N=CC2=CC1)N1C=CC=2C1=CN=C(C2)N2CC(C2)OC2CCN(CC2)C(=O)OCC2=CC=CC=C2